2-Methoxy-5-(4-phenylbutyl)phenol COC1=C(C=C(C=C1)CCCCC1=CC=CC=C1)O